C(CCC)[Si](C1=CC=C(C=C1)P(N(P(C1=CC=CC=C1)C1=C(C=CC=C1)F)CCCC)C1=CC=C(C=C1)[Si](CCCC)(CCCC)CCCC)(CCCC)CCCC N-(bis(4-(tributylsilyl)phenyl)phosphaneyl)-N-butyl-1-(2-fluorophenyl)-1-phenylphosphanamine